BrC1=CC2=C(N(C1=O)C1=CC=C(C=C1)OC(F)F)C=CS2 6-bromo-4-(4-(difluoromethoxy)phenyl)thieno[3,2-b]pyridin-5(4H)-one